(1s,2r,4r)-4-isopropyl-1-methyl-2-(o-tolylmethoxy)-7-oxabicyclo[2.2.1]heptane C(C)(C)[C@]12C[C@H]([C@](CC1)(O2)C)OCC2=C(C=CC=C2)C